3-((R)-4-amino-6-((R)-3-fluoropyrrolidin-1-yl)pyrido[3,4-d]pyrimidin-8-yl)-2,4-dimethylphenol NC=1C2=C(N=CN1)C(=NC(=C2)N2C[C@@H](CC2)F)C=2C(=C(C=CC2C)O)C